ClC1=CC=C2C(=CNC2=C1C1=NC=CC=N1)S(=O)(=O)NC1=NC(=C(C(=N1)OC)C)OC 6-chloro-N-(4,6-dimethoxy-5-methyl-pyrimidin-2-yl)-7-(2-pyrimidyl)-1H-indole-3-sulfonamide